ONC(CC(C(=O)N)CC1=C(C(=C(C=C1)O)O)O)=O (2-(hydroxyamino)-2-oxoethyl)-3-(2,3,4-trihydroxy-phenyl)propanamide